(R)-5-(azetidin-3-ylamino)-N-(1-(benzo[b]thiophen-3-yl)ethyl)-2-chlorobenzamide N1CC(C1)NC=1C=CC(=C(C(=O)N[C@H](C)C=2C3=C(SC2)C=CC=C3)C1)Cl